(S)-N-(3-(3-(6-bromo-7-((1-(ethylsulfonyl)pyrrolidin-3-yl)amino)-1H-imidazo[4,5-b]pyridin-2-yl)-2,5-dimethyl-1H-pyrrol-1-yl)phenyl)-2-(4-methylpiperazin-1-yl)acetamide BrC=1C(=C2C(=NC1)N=C(N2)C2=C(N(C(=C2)C)C=2C=C(C=CC2)NC(CN2CCN(CC2)C)=O)C)N[C@@H]2CN(CC2)S(=O)(=O)CC